(R)-2-amino-6-(4-(4-methylpiperazine-1-carbonyl)benzyl)-4-(pentan-2-ylamino)pyrimidine NC1=NC(=CC(=N1)N[C@H](C)CCC)CC1=CC=C(C=C1)C(=O)N1CCN(CC1)C